(3S,4S)-4-((tert-butyldimethylsilyl)oxy)-N-(3,5-dichlorophenyl)tetrahydro-2H-pyran-3-amine [Si](C)(C)(C(C)(C)C)O[C@@H]1[C@H](COCC1)NC1=CC(=CC(=C1)Cl)Cl